[Cl-].C(=O)(O)C1C(CCC2=CC=C(C=C12)OC1=C(C=CC=C1)C1=CC(=CC=C1)OC)[NH3+] carboxy-7-((3'-methoxy-[1,1'-biphenyl]-2-yl)oxy)-1,2,3,4-tetrahydronaphthalene-2-aminium chloride